(1S,2S)-N-(6-(7-((1H-pyrazol-1-yl)methyl)-5-chloro-6-fluoro-1H-indazol-4-yl)imidazo[1,2-a]pyrazin-2-yl)-2-fluorocyclopropane-1-carboxamide N1(N=CC=C1)CC=1C(=C(C(=C2C=NNC12)C=1N=CC=2N(C1)C=C(N2)NC(=O)[C@H]2[C@H](C2)F)Cl)F